3-((9-(3-(2,4-dioxotetrahydropyrimidin-1(2H)-yl)-4-methoxybenzoyl)-3,9-diazaspiro[5.5]undec-3-yl)methyl)azetidine-1-carboxylic acid tert-butyl ester C(C)(C)(C)OC(=O)N1CC(C1)CN1CCC2(CC1)CCN(CC2)C(C2=CC(=C(C=C2)OC)N2C(NC(CC2)=O)=O)=O